1-(cyanomethyl)-3-(5-((7-fluoro-2,3-dihydrobenzo[b][1,4]dioxin-5-yl)amino)-7-(methylamino)pyrazolo[1,5-a]pyrimidin-3-yl)urea C(#N)CNC(=O)NC=1C=NN2C1N=C(C=C2NC)NC2=CC(=CC=1OCCOC12)F